(2R,3S,5R)-5-(6-amino-2-fluoro-9H-purin-9-yl)-2-ethynyl-2-((icosanoyloxy)methyl)tetra-hydrofuran-3-yl icosanoate C(CCCCCCCCCCCCCCCCCCC)(=O)O[C@@H]1[C@](O[C@H](C1)N1C2=NC(=NC(=C2N=C1)N)F)(COC(CCCCCCCCCCCCCCCCCCC)=O)C#C